OC(CN1S(C2=C(C1)C=C(C(=C2)N2CCOCC2)NC(=O)C=2C=NN1C2N=CC=C1)(=O)=O)(C)C N-(2-(2-hydroxy-2-methylpropyl)-6-morpholino-1,1-dioxido-2,3-dihydrobenzo[d]isothiazol-5-yl)pyrazolo[1,5-a]pyrimidine-3-carboxamide